C(C)(C)(C1=C(C=CC=C1)O)C1=C(C=CC=C1)O isopropylidendiphenol